COC(C1CCN(CC1)C1=CC=C2CN(C(C2=C1)=O)C1C(NC(CC1)=O)=O)OC 3-[6-[4-(dimethoxymethyl)-1-piperidyl]-1-oxo-isoindolin-2-yl]piperidine-2,6-dione